C(C)(C)(C)NS(=O)(=O)C=1SC=CC1 N-(tertiary butyl)thiophene-2-sulfonamide